N[C@@H]1C[C@@H](CC1)NC1=NC2=C(C=C(C=C2C=N1)C1=CC(=C(C=C1)NS(=O)(=O)C1=C(C=CC=C1)Cl)F)CC N-(4-(2-(((1R,3S)-3-aminocyclopentyl)amino)-8-ethylquinazolin-6-yl)-2-fluorophenyl)-2-chlorobenzenesulfonamide